1-[[4-(3-bromopropoxy)-2,3-difluoro-phenoxy]methyl]-adamantane BrCCCOC1=C(C(=C(OCC23CC4CC(CC(C2)C4)C3)C=C1)F)F